isopropyl (S)-6-diazo-2-((R)-2-hydroxy-2-(1H-imidazol-4-yl)acetamido)-5-oxohexanoate [N+](=[N-])=CC(CC[C@@H](C(=O)OC(C)C)NC([C@@H](C=1N=CNC1)O)=O)=O